ClC=1C=C(CN2C=CC3=C(C=CC(=C23)C(=O)NCC2=CC=C(C(=O)O)C=C2)NC2=CC=CC=C2)C=CC1 4-((1-(3-Chlorobenzyl)-4-(phenylamino)-1H-indol-7-amido)methyl)benzoic acid